FC1(C[C@@]12CN([C@@H](C2)C(=O)N[C@H](C(=O)OC)C[C@H]2C(NCCC2)=O)C(=O)C=2NC1=CC=CC(=C1C2)OC)F methyl (2S)-2-{[(3S,6S)-1,1-difluoro-5-(4-methoxy-1H-indole-2-carbonyl)-5-azaspiro[2.4]heptan-6-yl]formamido}-3-[(3S)-2-oxopiperidin-3-yl]propanoate